4-(5-aminopyridin-3-yl)-2,3-dihydrothiophene 1,1-dioxide NC=1C=C(C=NC1)C=1CCS(C1)(=O)=O